BrC1=CC=C(S1)C(=O)N[C@H](C(=O)NC=1C(N(C=CC1)CC(=O)NC1C2CC3CC(CC1C3)C2)=O)CCC(C(=O)NC)=O (S)-2-(5-Bromothiophen-2-carboxamido)-N1-(1-(2-(2-adamantylamino)-2-oxoethyl)-2-oxo-1,2-dihydropyridin-3-yl)-N6-methyl-5-oxohexandiamid